C(CCCCCCCCCCCCCCC)(=O)OC(CCCCCCCCCCCCCC)=O pentadecanoic acid palmitoyl ester